tert-butyl 4-(3-hydroxy-1H-pyrazol-1-yl)piperidine-1-carboxylate OC1=NN(C=C1)C1CCN(CC1)C(=O)OC(C)(C)C